(2,6-dichloro-4-fluorophenyl)-4-methoxypyrimidine-5-carboxamide ClC1=C(C(=CC(=C1)F)Cl)C1=NC=C(C(=N1)OC)C(=O)N